3-(6-bromo-1-oxo-4-prop-2-ynoxy-isoindolin-2-yl)piperidine-2,6-dione BrC1=CC(=C2CN(C(C2=C1)=O)C1C(NC(CC1)=O)=O)OCC#C